3β,7β-dihydroxy-12-keto-5β-cholane O[C@@H]1C[C@H]2C[C@@H]([C@H]3[C@@H]4CC[C@H]([C@@H](CCC)C)[C@]4(C(C[C@@H]3[C@]2(CC1)C)=O)C)O